S1C(=CC=C1)C=1N=C2N(C=CC=C2)C1C=O (2-thienyl)imidazo[1,2-a]pyridine-3-aldehyde